CC(C)(C1=NN=CN1C)C=1C=C(C=CC1)N1C(C2=C(C(=C1)C(F)(F)F)C=C(N2S(=O)(=O)C2=CC=C(C=C2)C)CN2C[C@H](CCC2)C)=O 6-[3-[1-methyl-1-(4-methyl-1,2,4-triazol-3-yl)ethyl]phenyl]-2-[[(3S)-3-methyl-1-piperidinyl]methyl]-1-(p-tolylsulfonyl)-4-(trifluoromethyl)pyrrolo[2,3-c]pyridin-7-one